(rac)-6-(6-(tert-Butyl)pyridin-2-yl)-2-azaspiro[3.4]octane C(C)(C)(C)C1=CC=CC(=N1)[C@H]1CC2(CNC2)CC1 |r|